methyl 2-chloro-6-((2-methoxyphenyl)amino)pyrimidine-4-carboxylate ClC1=NC(=CC(=N1)C(=O)OC)NC1=C(C=CC=C1)OC